N-((1R,5S,6s)-3-(4-(3-cyano-6-(1-methyl-1H-pyrazol-4-yl)pyrazolo[1,5-a]pyridin-4-yl)phenyl)-3-azabicyclo[3.1.0]hexane-6-yl)-6-methoxynicotinamide C(#N)C=1C=NN2C1C(=CC(=C2)C=2C=NN(C2)C)C2=CC=C(C=C2)N2C[C@@H]1C([C@@H]1C2)NC(C2=CN=C(C=C2)OC)=O